CN1C(CCC2=CC(=CC=C12)C=1C=C(C=NC1)CNC(=O)C1=NC=CC=C1C)=O 3-Methyl-pyridine-2-carboxylic acid [5-(1-methyl-2-oxo-1,2,3,4-tetrahydro-quinolin-6-yl)-pyridin-3-ylmethyl]-amide